O=C1N(C(CN1C1=C(C=CC=C1)C(F)(F)F)=O)CC1=CC(=C(OC(C(=O)OCC)(C)C)C(=C1)C)C Ethyl 2-(4-((2,5-dioxo-3-(2-(trifluoromethyl) phenyl) imidazolidin-1-yl) methyl)-2,6-dimethylphenoxy)-2-methylpropionate